[N+](=O)([O-])C1=CC=C(C=C1)CCC(=O)O 3-(4-nitrophenyl)propanoic acid